Cl.BrC1=C(\C=N\NCC2=CC=C(C=C2)OC)C=CC(=C1OC)Br (E)-1-(2,4-dibromo-3-methoxybenzylidene)-2-(4-methoxybenzyl)hydrazine hydrochloride